1-p-toluenesulfonyl-1H-pyrrole-3-carbaldehyde CC1=CC=C(C=C1)S(=O)(=O)N1C=C(C=C1)C=O